6'-chloro-1'-((2-(trimethylsilyl)ethoxy)methyl)-4,5-dihydro-2H-spiro[furan-3,3'-pyrrolo[2,3-b]pyridin]-2'(1'H)-one ClC1=CC=C2C(=N1)N(C(C21COCC1)=O)COCC[Si](C)(C)C